N1N=CC2=CC=CC=C12 Indazol